ethyl 7-fluoro-6-(5-fluoro-2,3-dihydro-1,4-benzodioxin-6-yl)-4-oxo-4,5-dihydropyrazolo[1,5-a]pyrazine-2-carboxylate FC1=C(NC(C=2N1N=C(C2)C(=O)OCC)=O)C2=C(C1=C(OCCO1)C=C2)F